di-butyl-n-butyl-bis-(2-ethoxyethoxy)silane C(CCC)C(CCC)([SiH](OCCOCC)OCCOCC)CCCC